[K+].P(=O)(OCCCCCCCCCCCCCCCC)([O-])O cetyl phosphate monopotassium salt